(2R,4S)-1-((5-bromo-3'-chloro-[1,1'-biphenyl]-2-yl)sulfonyl)-4-fluoro-2-methyl-N-((R,Z)-4-(methylsulfonyl)but-3-en-2-yl)piperidine-4-carboxamide BrC=1C=CC(=C(C1)C1=CC(=CC=C1)Cl)S(=O)(=O)N1[C@@H](C[C@@](CC1)(C(=O)N[C@H](C)\C=C/S(=O)(=O)C)F)C